CN1CCN(CC1)CCCC(=O)OCC1=CC(=CC(=C1)OCCCCCCCC)OCCCCCCCC 3,5-Bis(octyloxy)benzyl 4-(4-methylpiperazin-1-yl)butanoate